Cl.C(CC)(=O)N propanamide, hydrochloride